C1(=CC=CC=C1)[C@@H]1OCCN2C1=CC(=N2)C(=O)N[C@@H]2C(N(C1=C(O[C@@H]2C)C=CC=N1)C)=O (4S)-4-phenyl-N-[(2R,3S)-2,5-dimethyl-4-oxo-2,3-dihydropyrido[3,2-b][1,4]oxazepin-3-yl]-6,7-dihydro-4H-pyrazolo[5,1-c][1,4]oxazine-2-carboxamide